N-γ-maleimidopropyl-oxysuccinimide C1(C=CC(N1CCCON1C(CCC1=O)=O)=O)=O